BrC=1C(NN=CC1N1CC2=CC=CC(=C2C1)OCCO)=O 4-Bromo-5-(4-(2-hydroxyethoxy)isoindolin-2-yl)pyridazin-3(2H)-one